7-Amino-5-iodo-quinolinol NC1=CC(=C2C=CC(=NC2=C1)O)I